3,4-epoxy-1-vinyl-cyclohexene C(=C)C1=CC2C(CC1)O2